(4-methoxybenzamidomethyl)-16-oxo-androsta-5-en-3beta-ol acetate C(C)(=O)O[C@@H]1CC2=CC[C@H]3[C@@H]4CC(C[C@@]4(CCNC(C4=CC=C(C=C4)OC)=O)CC[C@@H]3[C@]2(CC1)C)=O